bromo-3-fluoro-benzoic acid BrC1=C(C(=O)O)C=CC=C1F